(E)-1-(8-(2-cyclopropyl-vinyl)-7-(4-(trifluoro-methyl)phenoxy)-3,4-dihydroisoquinolin-2(1H)-yl)-3-(methylsulfonyl)propan-1-one C1(CC1)/C=C/C=1C(=CC=C2CCN(CC12)C(CCS(=O)(=O)C)=O)OC1=CC=C(C=C1)C(F)(F)F